C(=O)C1=C(C=NN1COCC[Si](C)(C)C)C(=O)OCC ethyl 5-formyl-1-(2-trimethylsilylethoxymethyl)pyrazole-4-carboxylate